((1H-pyrrolo[3,2-c]pyridin-2-yl)methyl)-2-(5-(3-(cyclohexylmethyl)ureido)-6-oxo-2-phenylpyrimidin-1(6H)-yl)acetamide N1C(=CC=2C=NC=CC21)CC(C(=O)N)N2C(=NC=C(C2=O)NC(=O)NCC2CCCCC2)C2=CC=CC=C2